4-(2-(3-ethoxy-4-methoxyphenyl)thiazol-4-yl)-1,2-oxaborolan-2-ol C(C)OC=1C=C(C=CC1OC)C=1SC=C(N1)C1CB(OC1)O